2-(4-{[(3R)-oxan-3-yl]amino}imidazo[1,5-d][1,2,4]triazin-1-yl)-5-(trifluoromethyl)phenol O1C[C@@H](CCC1)NC1=NN=C(C=2N1C=NC2)C2=C(C=C(C=C2)C(F)(F)F)O